FC(OC1=C(C(=O)O)C=CC=N1)F 2-(difluoromethoxy)nicotinic acid